4-(4,4,5,5-tetramethyl-1,3,2-dioxaborolan-2-yl)thiophene-2-carboxylic acid methyl ester COC(=O)C=1SC=C(C1)B1OC(C(O1)(C)C)(C)C